[Te]=[Te] ditellene